2-((3-((R)-sec-butoxy)-1-methyl-1H-pyrazol-4-yl)amino)-7-((3R,4R)-4-methoxytetrahydrofuran-3-yl)-7H-pyrrolo[2,3-d]pyrimidine-6-carbonitrile [C@@H](C)(CC)OC1=NN(C=C1NC=1N=CC2=C(N1)N(C(=C2)C#N)[C@@H]2COC[C@@H]2OC)C